6,7-dihydroxy-4-methyl-coumarin OC=1C=C2C(=CC(OC2=CC1O)=O)C